23E-1-(2-bromopyrimidin-5-yl)-3-(4-chlorobenzyl)pyrrolidin-2-one BrC1=NC=C(C=N1)N1C(C(CC1)CC1=CC=C(C=C1)Cl)=O